4-(1-Carboxy-3-oxopropyl)-7-[[4-[(E)-3-(4-fluorophenyl)-3-oxoprop-1-enyl]phenoxy]methoxy]-1-formyl-1,2,3,4-tetrahydronaphthalene-2-carboxylic acid C(=O)(O)C(CC=O)C1CC(C(C2=CC(=CC=C12)OCOC1=CC=C(C=C1)\C=C\C(=O)C1=CC=C(C=C1)F)C=O)C(=O)O